C(=C)C=1CC(CC(C(=O)O)(C1)CC(C)C)(C(=O)O)CC(C)C 5-vinyl-1,3-bis(isobutyl)isophthalic acid